bis(3,5-difluorophenyl)chlorophosphine FC=1C=C(C=C(C1)F)P(Cl)C1=CC(=CC(=C1)F)F